OCC1=C(C=C(C=C1)N1C[C@H](N(CC1)C1=NC=C(C(=N1)C(F)(F)F)CO)C(C)C)S(=O)(=O)C (R)-(2-(4-(4-(hydroxymethyl)-3-(methylsulfonyl)phenyl)-2-isopropylpiperazin-1-yl)-4-(trifluoromethyl)pyrimidin-5-yl)methanol